potassium methoxysalicylic acid salt COOC=1C(C(=O)[O-])=CC=CC1.[K+]